8-bromoquinoxaline-5-sulfonyl chloride BrC1=CC=C(C=2N=CC=NC12)S(=O)(=O)Cl